C1(=CC=CC=C1)C1=NC(=NC(=N1)C1=CC=CC=C1)C1=C(C=C(OC(C(=O)OCCCCCCCC)C)C=C1)O octyl 2-[4-(4,6-diphenyl-1,3,5-triazin-2-yl)-3-hydroxy-phenoxy]propanoate